C1(CC1)C1=CC(=NN1)NC(C(C(C)C)C=1C=C(C=CC1)C=1C=CC(=NC1)NC(\C=C\CN(C)C)=O)=O (E)-N-(5-(3-(1-((5-cyclopropyl-1H-pyrazol-3-yl)amino)-3-methyl-1-oxobutan-2-yl)phenyl)pyridin-2-yl)-4-(dimethylamino)but-2-enamide